C(C)(=O)OC\C=C(\CCC=C(C)C)/C (E)-3,7-dimethylocta-2,6-dien-1-yl acetate